ethyl 2-ethyl-4-methyl-1H-pyrrole-3-carboxylate C(C)C=1NC=C(C1C(=O)OCC)C